thienyl vinyl sulfite S(=O)(OC=1SC=CC1)OC=C